C(C)C1CC(OCC1)N1N=C2C(NC(C=C2O)=O)=C1 C4-Ethyl-7-hydroxy-2-(tetrahydro-2H-pyran-2-yl)-2,4-dihydro-5H-pyrazolo[4,3-b]pyridin-5-one